FC1=C(C(=CC=2C=3N(CCOC21)C=NC3)C(=O)OC)F Methyl 8,9-difluoro-5,6-dihydrobenzo[f]imidazo[1,5-d][1,4]oxazepine-10-carboxylate